OC1=C(C(CCC1)=O)C(=O)C=1C(N(C2=CC=CC=C2N1)C1=CC=C(C=C1)OC)=O 3-[(2-hydroxy-6-oxo-1-cyclohexen-1-yl)carbonyl]-1-(4-methoxyphenyl)-2(1H)-quinoxalinone